OCC1N(C2=CC=CC=C2C1)C(=O)OC(C)(C)C tert-butyl 2-(hydroxymethyl)indoline-1-carboxylate